2-nonyl-1-nonanol C(CCCCCCCC)C(CO)CCCCCCC